CC=1SC(=CC1NC(N)=O)C(C)C 3-[2-methyl-5-(propan-2-yl)thiophen-3-yl]Urea